(2R,5S)-4-(4-(1-methyl-1H-1,2,4-triazol-3-yl)cyclohexyl)-5-(4-(trifluoromethyl)benzyl)-morpholine-2-carboxylic acid 2,2,2-trifluoroacetate FC(C(=O)O)(F)F.CN1N=C(N=C1)C1CCC(CC1)N1C[C@@H](OC[C@@H]1CC1=CC=C(C=C1)C(F)(F)F)C(=O)O